3-({4-oxo-5-[(3-hydroxyphenyl)methyl]-3-oxacyclopentyl}methyl)phenolate O=C1OCC(C1CC1=CC(=CC=C1)O)CC=1C=C(C=CC1)[O-]